BrC1=CC=CC(=N1)NC1(CC1)CO (1-((6-bromopyridin-2-yl)amino)cyclopropyl)methanol